The molecule is a glycosylglycerol derivative in which the glycosyl moiety of glycosyl-sn-glycerol is N-acetyl-beta-D-glucosaminyl-(1->3)-[(D-glyceric acid)-(2->1)]-beta-D-glucosaminyl-(6-phospho-6)-beta-D-glucosyl-(1->6)-beta-D-glucosyl-(1->6)-beta-D-glucosyl attached at O-3, with O-1 and O-2 both carrying myristoyl substituents. Synthetic C. difficile lipoteichoic acid (LTA) molecule consisting of lipid + core region and one [(->6)-alpha-D-GlcpNAc-(1->3)-[P-6]-alpha-D-GlcpNAc-(1->2)-D-GroA polymeric repeat (where P-6 is a phosphodiester bridge and GroA is glyceric acid). It is a glycosylglycerol derivative and a lipoteichoic acid. It derives from a 1,2-ditetradecanoyl-sn-glycerol. CCCCCCCCCCCCCC(=O)OC[C@H](CO[C@H]1[C@@H]([C@H]([C@@H]([C@H](O1)CO[C@H]2[C@@H]([C@H]([C@@H]([C@H](O2)CO[C@H]3[C@@H]([C@H]([C@@H]([C@H](O3)COP(=O)(O)OC[C@@H]4[C@H]([C@@H]([C@H]([C@H](O4)O[C@H](CO)C(=O)O)NC(=O)C)O[C@@H]5[C@@H]([C@H]([C@@H]([C@H](O5)CO)O)O)NC(=O)C)O)O)O)O)O)O)O)O)O)O)OC(=O)CCCCCCCCCCCCC